O1CCN(CC1)S(=O)(=O)N1CC(CC(C1)C1=CC=CC=C1)C(=O)OC methyl 1-(morpholinosulfonyl)-5-phenylpiperidine-3-carboxylate